[N+](=O)([O-])C1=CC2=C(N(C(CN=C2C2=CC=CC=C2)=O)NC2=C(C=CC=C2)[N+](=O)[O-])C=C1 7-nitro-5-phenyl-(2-nitrophenyl)amino-1,3-dihydro-2H-benzo[e][1,4]diazepin-2-one